NC1=CC(NC(N1)=O)=O 6-amino-2,4(1H,3H)-pyrimidinedione